N[C@@H](CS(=O)CC=C)C(=O)O anti-alliin